C(C)[C@@]12OC[C@](CC1)(C2)C(=O)NC2=CC=C(C=C2)[C@H](C)N2C(=NC=C2)C (1R,4S)-1-ethyl-N-(4-((S)-1-(2-methyl-1H-imidazol-1-yl)ethyl)phenyl)-2-oxabicyclo[2.2.1]heptane-4-carboxamide